N1(CCC2=CC=CC=C12)S(=O)(=O)C=1C=C(C(=O)NC2=C3C=CC=NC3=CC=C2)C=CC1 3-(indolin-1-ylsulfonyl)-N-(quinolin-5-yl)benzamide